(1R,3s,5S)-8-Ethyl-8-azabicyclo[3.2.1]octan C(C)N1[C@@H]2CCC[C@H]1CC2